C(CCC)C1=CC=C(C=C1)C1=CC=CC(=N1)C(C)=O 1-(6-(4-butylphenyl)pyridin-2-yl)ethan-1-one